1-ethyl-4-fluoro-5-iodo-1,3-benzodiazole C(C)N1C=NC2=C1C=CC(=C2F)I